ClC1=C(C=C(C=2C=C3N(C12)CC[C@@H]3NC(OC(C)(C)C)=O)O)Cl tert-Butyl (S)-(5,6-dichloro-8-hydroxy-2,3-dihydro-1H-pyrrolo[1,2-a]indol-1-yl)carbamate